4,4-diaminoterphenyl C1C=C(C=CC1(N)N)C2=CC=CC=C2C3=CC=CC=C3